C1(CC1)C[C@@H](C(=O)OC1CCCCC1)NC(C[C@H]1N(C(CC1)=O)CC1=C(C(=CC=C1)F)F)=O Cyclohexyl (S)-3-cyclopropyl-2-(2-((S)-1-(2,3-difluorobenzyl)-5-oxopyrrolidin-2-yl)acetamido)propanoate